(S)-2-amino-3-(5-dihydroxyboryl-4-methylpyridin-2-yl)propionic acid N[C@H](C(=O)O)CC1=NC=C(C(=C1)C)B(O)O